7-([1,1'-biphenyl]-4-yl)dibenzo[c,h]acridine C1(=CC=C(C=C1)C1=C2C=CC3=C(C2=NC=2C4=C(C=CC12)C=CC=C4)C=CC=C3)C3=CC=CC=C3